CN(C=1C=C(C=C(C1OC)OC)C(\C=C\C1=CC(=C(C=C1)OC)O)=O)C (E)-1-(3-(dimethylamino)-4,5-dimethoxyphenyl)-3-(3-hydroxy-4-methoxyphenyl)prop-2-en-1-one